COCCOCOC=1C=C2C=CC(=CC2=CC1C12CC3CC(CC(C1)C3)C2)C=2C=C(C(C(=O)O)=CC2)O 4-(6-methoxyethoxymethoxy-7-(1-adamantyl)-2-naphthyl)salicylic acid